NC=1C(=NC2=CC3=C(C=C2C1)CN(C3=O)C)C(C)(C)O 3-amino-2-(2-hydroxy-prop-2-yl)-7-methyl-6,7-dihydro-8H-pyrrolo[3,4-g]quinolin-8-one